[C@H]12[C@H](C[C@H](CC1)C2)N2C(C(=CC1=C2N=C(N=C1)NC1CCN(CC1)S(=O)(=O)C)C(F)F)=O |r| Racemic-8-((1S,2S,4R)-bicyclo[2.2.1]heptan-2-yl)-6-(difluoromethyl)-2-((1-(methylsulfonyl)piperidin-4-yl)amino)pyrido[2,3-d]pyrimidin-7(8H)-one